N-(4-(((R)-1-hydroxy-4-methylpent-2-yl)amino)-6-(2-(4-(methoxymethyl)phenyl)propyl)-1,3,5-triazin-2-yl)methanesulfonamide OC[C@@H](CC(C)C)NC1=NC(=NC(=N1)CC(C)C1=CC=C(C=C1)COC)NS(=O)(=O)C